C(#N)CNC(C1=CC=C(C=C1)C1=NC(=NC=C1C)NC=1C=NN(C1)C1CCN(CC1)CC(F)(F)F)=O N-(cyanomethyl)-4-(5-methyl-2-((1-(1-(2,2,2-trifluoroethyl)piperidin-4-yl)-1H-pyrazol-4-yl)amino)pyrimidin-4-yl)benzamide